ClC=1C=C2C(=NC1OC)C(=C(N2C)C2=NC(=NN2)C(C(F)(F)F)O)N2C=NC=C2 1-(5-(6-chloro-3-(1H-imidazol-1-yl)-5-methoxy-1-methyl-1H-pyrrolo[3,2-b]pyridin-2-yl)-1H-1,2,4-triazol-3-yl)-2,2,2-trifluoroethan-1-ol